5-((4-(cyclopentylamino)pyrimidin-2-yl)amino)benzo[c][1,2]oxaborol C1(CCCC1)NC1=NC(=NC=C1)NC1=CC=2C(=BOC2)C=C1